BrC=1C=C(C=CC1)NC1=C(N(C2=CC=CC=C12)C)C(=O)N[C@@H](C)C1=CC=C(C(=O)O)C=C1 (S)-4-(1-(3-((3-bromophenyl)amino)-1-methyl-1H-indole-2-carboxamido)ethyl)benzoic acid